8-(4-(5-(difluoromethyl)-1,2,4-oxadiazol-3-yl)-phenyl)-N-methyl-6,9-dioxo-5-(4-(trifluoromethyl)-benzyl)-2,5,8-triazaspiro-[3.5]nonane-2-carboxamide FC(C1=NC(=NO1)C1=CC=C(C=C1)N1CC(N(C2(CN(C2)C(=O)NC)C1=O)CC1=CC=C(C=C1)C(F)(F)F)=O)F